1-Cyclopropyl-6-fluoro-2-(pyrimidin-5-yl)-1H-benzo[d]imidazol C1(CC1)N1C(=NC2=C1C=C(C=C2)F)C=2C=NC=NC2